(2R,5S)-2-(1-(4-bromophenyl)-3-(4-fluorophenyl)-1H-pyrazol-4-yl)-3-(4-Ethoxyphenethyl)-5-methyloxazolidin-4-one BrC1=CC=C(C=C1)N1N=C(C(=C1)[C@H]1O[C@H](C(N1CCC1=CC=C(C=C1)OCC)=O)C)C1=CC=C(C=C1)F